1-(2-chloro-5-(3,6-diphenyl-9H-carbazol-9-yl)phenyl)-3,6-diphenyl-9H-carbazole ClC1=C(C=C(C=C1)N1C2=CC=C(C=C2C=2C=C(C=CC12)C1=CC=CC=C1)C1=CC=CC=C1)C1=CC(=CC=2C3=CC(=CC=C3NC12)C1=CC=CC=C1)C1=CC=CC=C1